COC(C(CC1=NN(C=C1)C)NCC(=O)NC1=C(C=CC(=C1)Cl)N1N=NC(=C1)Cl)=O 2-((2-((5-chloro-2-(4-chloro-1H-1,2,3-triazol-1-yl)phenyl)amino)-2-oxoethyl)amino)-3-(1-methyl-1H-pyrazol-3-yl)propanoic acid methyl ester